FC1=C(C(=O)N=S(C2=CC=C(C=C2)C2=NOC(=N2)C(F)(F)F)(=O)C)C=CC=C1 2-fluoro-N-(methyl(oxo)(4-(5-(trifluoromethyl)-1,2,4-oxadiazol-3-yl)phenyl)-λ6-sulfanylidene)benzamide